dimethanol benzoate C(C1=CC=CC=C1)(=O)O.CO.CO